NC1=C(C(C=2C(=NNC2C)O1)C1=C(C=CC=C1)OC(C)C)C#N 6-amino-3-methyl-4-{2-[(1-methylethyl)oxy]phenyl}-2,4-dihydro-pyrano[2,3-c]pyrazole-5-carbonitrile